9-(2-(sec-butoxy)pyrimidin-5-yl)-6,7-dimethoxynaphtho[2,3-c]furan-1(3H)-one C(C)(CC)OC1=NC=C(C=N1)C1=C2C=C(C(=CC2=CC2=C1C(OC2)=O)OC)OC